N-[3-chloro-4-[4-(2-pyrrolidin-1-ylacetyl)piperazine-1-carbonyl]phenyl]-5-(2,3-difluoro-4-methoxy-phenyl)-1-methyl-imidazole-2-carboxamide formate C(=O)O.ClC=1C=C(C=CC1C(=O)N1CCN(CC1)C(CN1CCCC1)=O)NC(=O)C=1N(C(=CN1)C1=C(C(=C(C=C1)OC)F)F)C